2-[[4-[6-[(4-chloro-2-fluoro-phenyl)methoxy]-2-pyridyl]-2,5-difluoro-phenyl]methyl]-3-[(3S)-4,4-dimethyltetrahydrofuran-3-yl]benzimidazole-5-carboxylic acid ClC1=CC(=C(C=C1)COC1=CC=CC(=N1)C1=CC(=C(C=C1F)CC=1N(C2=C(N1)C=CC(=C2)C(=O)O)[C@@H]2COCC2(C)C)F)F